tert-butyl 2-(5-(3-((tert-butoxycarbonyl)amino)cyclobutane-1-sulfonimidoyl)-2-(3,3-difluoropyrrolidin-1-yl)phenyl)-1H-indole-1-carboxylate C(C)(C)(C)OC(=O)NC1CC(C1)S(=O)(=N)C=1C=CC(=C(C1)C=1N(C2=CC=CC=C2C1)C(=O)OC(C)(C)C)N1CC(CC1)(F)F